OC(CN(C(OC(C)(C)C)=O)CC=1NC(C2=C(N1)C=C(S2)C=2C=NNC2C)=O)(C)C tert-butyl (2-hydroxy-2-methylpropyl){[6-(5-methyl-1H-pyrazol-4-yl)-4-oxo-3,4-dihydrothieno[3,2-d]pyrimidin-2-yl]methyl}carbamate